ClC1=CC(=C2C(=N1)N(N=C2C)C)OC C6-chloro-4-methoxy-1,3-dimethyl-1H-pyrazolo[3,4-b]pyridine